The molecule is an amino trisaccharide consisting of a 2-acetamido-beta-D-mannopyranose residue and two alpha-D-glucopyranose residues joined together in sequence by (1->4)-glycosidic bonds. CC(=O)N[C@H]1[C@H]([C@@H]([C@H](O[C@H]1O[C@@H]2[C@H](O[C@@H]([C@@H]([C@H]2O)O)O[C@@H]3[C@H](O[C@@H]([C@@H]([C@H]3O)O)O)CO)CO)CO)O)O